C[Si](N1C(OCC1)=O)(C)C 3-(trimethylsilyl)2-oxazolidinone